5-amino-3',6'-dihydro-[2,4'-bipyridine]-1',6(2'h)-dicarboxylic acid 1'-(tert-butyl) ester 6-methyl ester COC(=O)C1=C(C=CC(=N1)C=1CCN(CC1)C(=O)OC(C)(C)C)N